COC(C(CC1=CC=CC=C1)OS(=O)(=O)C)=O 2-(methanesulfonyloxy)-3-phenylpropionic acid methyl ester